C1=CC=CC=2C3=CC=CC=C3C(C12)COC(NCC(NCOCC(C(=O)OC)C)=O)=O methyl 1-(9H-fluoren-9-yl)-11-methyl-3,6-dioxo-2,9-dioxa-4,7-diazadodecan-12-oate